3-((6-methyl-4-(2,2,2-trifluoroacetamido)-1,2,3,4-tetrahydronaphthalen-1-yl)carbamoyl)-6-(trifluoromethyl)pyridin-2-yl hydrogen propylphosphonate C(CC)P(OC1=NC(=CC=C1C(NC1CCC(C2=CC(=CC=C12)C)NC(C(F)(F)F)=O)=O)C(F)(F)F)(O)=O